F[B-](F)(F)F.N1CCC(CC1)=O 4-piperidone tetrafluoroborate salt